CC1(CC2=NC(=CC=C2C(O1)=O)NC=1C=C2C(=CN1)N(N=C2C(C)(C2=CC=CC=C2)NC)C([2H])([2H])[2H])C 7,7-dimethyl-2-({3-[1-(methylamino)-1-phenylethyl]-1-(trideuteromethyl)pyrazolo[3,4-c]pyridin-5-yl}amino)-7,8-dihydro-5H-pyrano[4,3-b]pyridin-5-one